C(C1=CC=CC=C1)OC=1C=CC2=C(C(=C(O2)C)C(=O)N[C@H]2CN(CC2)C(=O)OC(C)(C)C)C1 tert-butyl (R)-3-(5-(benzyloxy)-2-methylbenzofuran-3-carboxamido)pyrrolidine-1-carboxylate